4-{4-[(7-chloro-8-methyl-6-oxo-5H-1,5-naphthyridin-3-yl)methyl]piperazin-1-yl}benzonitrile ClC=1C(NC=2C=C(C=NC2C1C)CN1CCN(CC1)C1=CC=C(C#N)C=C1)=O